4-[(4-{[(2R)-azetidin-2-ylmethyl]amino}butyl)amino]-5-chloro-2-fluoro-N-1,3-thiazol-2-ylbenzenesulfonamide N1[C@H](CC1)CNCCCCNC1=CC(=C(C=C1Cl)S(=O)(=O)NC=1SC=CN1)F